7-(2-(5-fluoro-1H-indol-3-yl)ethoxy)-5-(2-methylthiazol-5-yl)thiazolo[5,4-d]pyrimidine FC=1C=C2C(=CNC2=CC1)CCOC=1C2=C(N=C(N1)C1=CN=C(S1)C)SC=N2